IC1=COC2=C(C=C(C=C2C1=O)CN1C[C@H](OCC1)C)C (R)-3-iodo-8-methyl-6-((2-methylmorpholinyl)methyl)-4H-chromen-4-one